1-(3,5-dichloropyridine-2-yl)-1H-pyrazole-5-carboxamide ClC=1C(=NC=C(C1)Cl)N1N=CC=C1C(=O)N